C(=O)C1=NN2C(CN(CC2)C(=O)OC(C)(C)C)=C1I tert-Butyl 2-formyl-3-iodo-6,7-dihydropyrazolo[1,5-a]pyrazine-5(4H)-carboxylate